C1(C=CC=C1)[Fe] cyclopentadienyliron